1-(2-(6-(difluoromethoxy)pyridin-2-yl)oxetan-2-yl)methanamine FC(OC1=CC=CC(=N1)C1(OCC1)CN)F